3-[3-Hydroxy-4-[3-(3-hydroxy-4-methoxyphenyl)prop-2-enoyl]phenoxy]propane-1-sulfonic acid OC=1C=C(OCCCS(=O)(=O)O)C=CC1C(C=CC1=CC(=C(C=C1)OC)O)=O